(R)-3-[2-(2-{[1-(2,2-difluoroethyl)-1H-pyrazol-4-yl]sulfonyl}-2H,4H,5H,6H-pyrrolo[3,4-c]pyrazol-5-yl)-2-oxoethyl]-2,3-dihydro-1H-indol-2-one FC(CN1N=CC(=C1)S(=O)(=O)N1N=C2C(=C1)CN(C2)C(C[C@H]2C(NC1=CC=CC=C21)=O)=O)F